(R)-N-(1-(3-hydroxypropylamino)but-2-yl)-2-nitrobenzenesulfonamide OCCCNC[C@@H](CC)NS(=O)(=O)C1=C(C=CC=C1)[N+](=O)[O-]